tert-butyl-N'-(2-cyclopropyl-pyridin-4-yl)-6-(6-trifluoromethyl-pyridin-2-yl)-[1,3,5]triazine-2,4-diamine C(C)(C)(C)NC1=NC(=NC(=N1)NC1=CC(=NC=C1)C1CC1)C1=NC(=CC=C1)C(F)(F)F